C(C)(C)(C)OC(=O)N[C@H](C)C(=O)OC Methyl N-(tert-butoxycarbonyl)-D-alaninate